O-(Tolylsulfonyl)-hydroxylamin C1(=C(C=CC=C1)S(=O)(=O)ON)C